(R)-2-((3-hydroxypyridin-2-yl)amino)-4,5-dihydrothiazole-4-carboxylic acid hydrochloride Cl.OC=1C(=NC=CC1)NC=1SC[C@H](N1)C(=O)O